BrC=1C=NN(C1C1=CC(=CC(=C1)Cl)Cl)C 4-bromo-5-(3,5-dichlorophenyl)-1-methyl-1H-pyrazole